ClC=1C=CC(=C(C(=O)NCCC2=CC=C(CCC(=O)O)C=C2)C1)OC 4-(2-((5-Chloro-2-methoxybenzoyl)amino)ethyl)hydrocinnamic acid